[Br-].C1(CCCC1)[C@@](C(=O)OC1C[N+](CC1)(C)CC(=O)OCC)(O)C1=CC=CC=C1 (2R,1'R,3'R)-3-(2-cyclopentyl-2-phenyl-2-hydroxyacetoxy)(ethoxycarbonylmethyl)-1-methylpyrrolidinium bromide